1,3-bis(3-aminophenyloxy)benzene NC=1C=C(C=CC1)OC1=CC(=CC=C1)OC1=CC(=CC=C1)N